C(C)OC(C(CCC=1C(=NC(=CC1)C(F)(F)F)Cl)O)=O.O1CCN(CC1)C(CN1N=CC(=C1)B1OC(C(O1)(C)C)(C)C)=O 1-morpholino-2-(4-(4,4,5,5-tetramethyl-1,3,2-dioxaborolan-2-yl)-1H-pyrazol-1-yl)ethan-1-one Ethyl-4-(2-chloro-6-(trifluoromethyl)pyridin-3-yl)-2-hydroxybutanoate